CCOC(=O)C1=CN=C(C=C1Cl)Cl ethyl 4,6-dichloro nicotinate